C12OCCN(C2C1)C1=NC=C(C(=N1)NC=1N=NC=C(C1)C1=CC=C(C=C1)OC(F)F)F N-(2-(2-oxa-5-azabicyclo[4.1.0]heptan-5-yl)-5-fluoropyrimidin-4-yl)-5-(4-(difluoromethoxy)phenyl)pyridazin-3-amine